2-(3-nitro-4-morpholinophenylamino)-4-(benzothien-3-yl)pyrazolo[1,5-a][1,3,5]Triazine [N+](=O)([O-])C=1C=C(C=CC1N1CCOCC1)NC1=NC=2N(C(=N1)C1=CSC3=C1C=CC=C3)N=CC2